ClC1=CC=2C(C3=CC=CC=C3C2C=C1)(C(=O)N1[C@H]2CC([C@@H]([C@@H]1C(=O)N[C@@H](C[C@H]1C(NCCC1)=O)C#N)CC2)(F)F)O (1R,3R,4R)-2-(2-chloro-9-hydroxy-9H-fluorene-9-carbonyl)-N-((S)-1-cyano-2-((S)-2-oxopiperidin-3-yl)ethyl)-5,5-difluoro-2-azabicyclo[2.2.2]octane-3-carboxamide